2,2,3,3-tetrafluoropiperazine FC1(NCCNC1(F)F)F